3,4-dichloro-2-[2-(piperazine-1-carbonyl)piperidin-4-yl]phenol ClC=1C(=C(C=CC1Cl)O)C1CC(NCC1)C(=O)N1CCNCC1